O[C@H]1[C@@H](O[C@@H]([C@H]1O)CO)N1C=2N=CNC(C2N=C1)=O 9-((2R,3R,4S,5R)-3,4-dihydroxy-5-(hydroxymethyl)tetrahydrofuran-2-yl)-1H-purin-6(9H)-one